dimethyl-N,N'-di-sec-butyl-p-phenylenediamine CN(C1=CC=C(C=C1)N(C(C)CC)C)C(C)CC